tert-butyl {(3R,4S)-1-[(1R,2R)-2-(2',6'-difluoro[1,1'-biphenyl]-2-yl)cyclopropane-1-carbonyl]-4-fluoropiperidin-3-yl}carbamate FC1=C(C(=CC=C1)F)C1=C(C=CC=C1)[C@H]1[C@@H](C1)C(=O)N1C[C@H]([C@H](CC1)F)NC(OC(C)(C)C)=O